C([C@@H](O)C)(=O)OCC(OC([C@@H](O)C)=O)CO Glycerol Di-L(+)-Lactate